5-fluoro-2-[(4-fluorophenyl)-methoxy]-4-pyrimidinamine FC=1C(=NC(=NC1)OCC1=CC=C(C=C1)F)N